C(CCCCCCC\C=C\CCCCCCCC)(=O)OC methyl (E)-oleate